(R)-6-(3-hydroxypyrrolidin-1-yl)-N-(2-methyl-6-(piperidin-1-yl)-2H-indazol-5-yl)picolinamide O[C@H]1CN(CC1)C1=CC=CC(=N1)C(=O)NC1=CC2=CN(N=C2C=C1N1CCCCC1)C